1-[(1S)-3,3-difluorocyclopentyl]-3-[[2-(difluoromethoxy)pyridin-4-yl]methyl]urea FC1(C[C@H](CC1)NC(=O)NCC1=CC(=NC=C1)OC(F)F)F